(S,E)-4-(8-Amino-3-(1-(4-methoxybut-2-enoyl)pyrrolidin-2-yl)imidazo[1,5-a]pyrazin-1-yl)-N-(4-propyl-pyridin-2-yl)benzamide NC=1C=2N(C=CN1)C(=NC2C2=CC=C(C(=O)NC1=NC=CC(=C1)CCC)C=C2)[C@H]2N(CCC2)C(\C=C\COC)=O